C(C)OC=1C=C(CN2C(OC3=C2C=C(C=C3)C)=O)C=C(C1)O 3-(3-ethoxy-5-hydroxybenzyl)-5-methylbenzoxazol-2-one